COC=1C=C(C=CC1)S(=O)(=O)C=1C(=C(C=CC1)N1CCNCC1)C(F)(F)F 1-(3-(m-methoxyphenylsulphonyl)-2-(trifluoromethyl)phenyl)piperazine